4-amino-3-[6-(4-fluoro-2-methylphenyl)pyridine-3-ylazo]naphthalene-1-sulfonic acid sodium salt [Na+].NC1=C(C=C(C2=CC=CC=C12)S(=O)(=O)[O-])N=NC=1C=NC(=CC1)C1=C(C=C(C=C1)F)C